3-((7-(2,4-diethylpyrimidin-5-yl)-5-fluoro-3-aminosulfonyl-quinolin-4-yl)amino)-5-morpholinobenzoic acid C(C)C1=NC=C(C(=N1)CC)C1=CC(=C2C(=C(C=NC2=C1)S(=O)(=O)N)NC=1C=C(C(=O)O)C=C(C1)N1CCOCC1)F